tert-butyl (1R,5S)-9-(6-(7-((3,4-dimethyl-5-(methylsulfonyl)benzamido)methyl)-1,6-naphthyridin-2-yl)pyridin-2-yl)-3-oxa-7,9-diazabicyclo[3.3.1]nonane-7-carboxylate CC=1C=C(C(=O)NCC2=NC=C3C=CC(=NC3=C2)C2=CC=CC(=N2)N2[C@H]3COC[C@@H]2CN(C3)C(=O)OC(C)(C)C)C=C(C1C)S(=O)(=O)C